1-(chloromethyl)-4-[4-(trifluoromethyl)phenyl]benzene ClCC1=CC=C(C=C1)C1=CC=C(C=C1)C(F)(F)F